C1CC2=CC=CC=C2ONC1 tetrahydrobenzoxazepine